4-(6,8-difluoro-2-(((2S,4R)-4-fluoro-1-methylpyrrolidin-2-yl)methoxy)-4-((1S,5R)-1-methyl-3,8-diazabicyclo[3.2.1]octan-3-yl)quinazolin-7-yl)naphthalen-2-ol FC=1C=C2C(=NC(=NC2=C(C1C1=CC(=CC2=CC=CC=C12)O)F)OC[C@H]1N(C[C@@H](C1)F)C)N1C[C@@]2(CC[C@H](C1)N2)C